(3R)-4-(7-(1-(difluoromethyl)cyclopropyl)-3-(3-methyl-1-(tetrahydro-2H-pyran-2-yl)-1H-pyrazol-5-yl)isothiazolo[4,5-b]pyridin-5-yl)-3-methylmorpholine FC(C1(CC1)C1=C2C(=NC(=C1)N1[C@@H](COCC1)C)C(=NS2)C2=CC(=NN2C2OCCCC2)C)F